dibenzyl (((1-((bis(benzyl-oxy)phosphoryl)methyl)-3-(2-(bis(methyl-d3)amino) ethyl)-1H-indol-4-yl)oxy)meth-yl)phosphonate C(C1=CC=CC=C1)OP(=O)(OCC1=CC=CC=C1)CN1C=C(C2=C(C=CC=C12)OCP(OCC1=CC=CC=C1)(OCC1=CC=CC=C1)=O)CCN(C([2H])([2H])[2H])C([2H])([2H])[2H]